O=S1(OC2=C(C(N1)CC(=O)C1=CC=CC=C1)C=CC=C2)=O 2-(2,2-dioxido-3,4-dihydrobenzo[e][1,2,3]oxathiazin-4-yl)-1-phenylethan-1-one